O=C(CC)N1CCN(CC1)C1=C(C=C(C=C1)N1C(C=CC2=CN=C3C(=C12)C=C(C=C3)C=3C=NC1=CC=CC=C1C3)=O)C(F)(F)F 1-[4-[4-(1-oxopropyl)-1-piperazinyl]-3-(trifluoromethyl)phenyl]-9-(3-quinolinyl)-benzo[h]-1,6-naphthyridin-2(1H)-one